C(C)(C)(C)C1=NOC(=N1)C(=O)N[C@H](C)C1=C(C=C(C=C1)C=1C2=C(N=CN1)NC(=C2)C2=CC=C(C=C2)N2CCN(CC2)C(=O)OC(C)(C)C)C tert-butyl (R)-4-(4-(4-(4-(1-(3-(tert-butyl)-1,2,4-oxadiazole-5-carboxamido)ethyl)-3-methylphenyl)-7H-pyrrolo[2,3-d]pyrimidin-6-yl)phenyl)piperazine-1-carboxylate